COCOC1=C(C=CC=C1)C1=CC2=C(N=N1)N(C(=C2C)C(C)O)COCC[Si](C)(C)C 1-(3-(2-(methoxymethoxy)phenyl)-5-methyl-7-((2-(trimethylsilyl)ethoxy)methyl)-7H-pyrrolo[2,3-c]pyridazin-6-yl)ethan-1-ol